[Cu].CC1(CC=C(CC1)/C=C/C=O)C (E)-3-(4,4-dimethylcyclohex-1-en-1-yl)propenal copper